L-2,3,5-triphenyltetrazolium C1(=CC=CC=C1)N1[NH2+]C(=NN1C1=CC=CC=C1)C1=CC=CC=C1